hexafluorobisphenol A acrylate C(C=C)(=O)O.FC(C(C1=CC=C(O)C=C1)(C(F)(F)F)C1=CC=C(C=C1)O)(F)F